(3-(Difluoromethyl)-4-fluorophenyl)-1-(3-methoxybicyclo[1.1.1]pent-1-yl)-1-((5-(trifluoromethyl)-1H-pyrazol-3-yl)methyl)urea FC(C=1C=C(C=CC1F)NC(N(CC1=NNC(=C1)C(F)(F)F)C12CC(C1)(C2)OC)=O)F